FC1=C(OC2=CC=C(C=C2)N2N=C3N(CCNC3=C2C(=O)N)C2CN(C2)C(C=C)=O)C=CC=C1F 2-[4-(2,3-difluorophenoxy)phenyl]-7-[1-(prop-2-enoyl)azetidin-3-yl]-4,5,6,7-tetrahydro-2H-pyrazolo[3,4-b]pyrazine-3-carboxamide